C1(CCCCC1)CNC1=C(C(=O)N)C=C(C=C1)S(NC1(CC1)C)(=O)=O 2-((cyclohexylmethyl)amino)-5-(N-(1-methylcyclopropyl)sulfamoyl)benzamide